C(C)C=1C(NC=2C=C(C=NC2C1)C(N1CCN(CC1)C=1C=CC(=NC1C([2H])([2H])[2H])C(=O)N[C@H]1COCC1)([2H])[2H])=O (R)-5-(4-((7-ethyl-6-oxo-5,6-dihydro-1,5-naphthyridin-3-yl)methyl-d2)piperazine-1-yl)-6-(methyl-d3)-N-(tetrahydrofuran-3-yl)pyridineamide